CN(C1(CCC2(CN(C(N2)=O)C2=C3C=CC=NC3=CC=C2)CC1)C1=CC=CC=C1)C cis-8-dimethylamino-8-phenyl-3-quinolin-5-yl-1,3-diazaspiro[4.5]decan-2-one